4-bromo-3-chloro-2-fluoro-6-((tetrahydro-2H-pyran-4-yl)amino)benzonitrile BrC1=C(C(=C(C#N)C(=C1)NC1CCOCC1)F)Cl